COC1=C(CN(S(=O)(=O)C2=C(C=CC(=C2)N2CCC(CC2)(C)OC)OC)CC2=CC(=CC(=C2)OC)OC)C=CC(=C1)OC N-(2,4-dimethoxybenzyl)-N-(3,5-dimethoxybenzyl)-2-methoxy-5-(4-methoxy-4-methylpiperidin-1-yl)benzenesulfonamide